4-(1-carbamimidoyl-1,2,3,6-tetrahydro-pyridin-4-yl)-N-[4-(1-carbamimidoyl-1,2,3,6-tetrahydro-pyridin-4-yl)-3-methoxy-phenyl]-benzamide C(N)(=N)N1CCC(=CC1)C1=CC=C(C(=O)NC2=CC(=C(C=C2)C=2CCN(CC2)C(N)=N)OC)C=C1